methylenedioxole C=C1OC=CO1